CC1CC2=C(CC1)C(=O)OC2=O 4-methylcyclohexene-1,2-dicarboxylic anhydride